3-((6-(4-((((R)-1-(2-chloro-phenyl)ethoxy)carbonyl)-amino)-3-methylisoxazol-5-yl)-2-methylpyridin-3-yl)-carbamoyl)-2,2-difluoro-cyclopropane-1-carboxylic acid ClC1=C(C=CC=C1)[C@@H](C)OC(=O)NC=1C(=NOC1C1=CC=C(C(=N1)C)NC(=O)C1C(C1C(=O)O)(F)F)C